COC=1C=C(CNS(=O)(=O)C)C=CC1N1N=C(C=2C=NC(=CC21)C=2C=NN1C2N=CC=C1)NC N-(3-methoxy-4-(3-(methylamino)-6-(pyrazolo[1,5-a]pyrimidin-3-yl)-1H-pyrazolo[4,3-c]pyridin-1-yl)benzyl)methanesulfonamide